N,N'-bis(2,3-dihydroxypropyl)-5-[N-(2-hydroxyethyl)hydroxyacetamido]-2,4,6-triiodo-1,3-benzenedicarboxamide OC(CNC(=O)C1=C(C(=C(C(=C1I)N(C(CO)=O)CCO)I)C(=O)NCC(CO)O)I)CO